COC(=O)C(C(=O)O)CCC 2-methoxycarbonylpentanoic acid